methyl (2-(1H-indol-3-yl)ethyl)prolinate N1C=C(C2=CC=CC=C12)CCN1[C@@H](CCC1)C(=O)OC